NC1=C(C2=CC=CC=C2C(=C1)C(=O)O)C(=O)O amino-1,4-naphthalenedicarboxylic acid